FC1=CC(=C(C=C1C=1C=NC=C(C1)C)NC(=O)C1=CNC(C=C1C(F)(F)F)=O)N1C[C@H](N([C@H](C1)C)C)C N-[4-fluoro-5-(5-methylpyridin-3-yl)-2-[(3R,5S)-3,4,5-trimethylpiperazin-1-yl]phenyl]-6-oxo-4-(trifluoromethyl)-1H-pyridine-3-carboxamide